C(CC)N(C(CCl)CCl)CCC 2-dipropylamino-1,3-dichloropropane